C(C)(=O)NC=1C=C(C2=C(N=C(O2)N2CC3CCCC(C2)N3C(=O)OC(C)(C)C)C1)C=1SC=CN1 tert-Butyl 3-(5-acetamido-7-(thiazol-2-yl)benzo[d]oxazol-2-yl)-3,9-diazabicyclo[3.3.1]nonane-9-carboxylate